barium sorbate C(\C=C\C=C\C)(=O)[O-].[Ba+2].C(\C=C\C=C\C)(=O)[O-]